(8-((4-(ethylamino)-3-(trifluoromethyl)-1H-pyrrolo[2,3-b]pyridin-6-yl)amino)-2,3-dihydrobenzo[b][1,4]dioxin-5-yl)(4-morpholinopiperidin-1-yl)methanone C(C)NC1=C2C(=NC(=C1)NC1=CC=C(C3=C1OCCO3)C(=O)N3CCC(CC3)N3CCOCC3)NC=C2C(F)(F)F